tert-butyl 4-[(1r,3r)-3-{4-[2-(2,6-dioxopiperidin-3-yl)-4-ethenyl-1,3-dioxoisoindol-5-yl]piperazin-1-yl}cyclobutoxy]piperidine-1-carboxylate O=C1NC(CC[C@H]1N1C(C2=CC=C(C(=C2C1=O)C=C)N1CCN(CC1)C1CC(C1)OC1CCN(CC1)C(=O)OC(C)(C)C)=O)=O